6-methoxy-2,3,4,5-tetrahydropyridine-4-carboxylate COC=1CC(CCN1)C(=O)[O-]